propylacetylglycinate C(CC)N(CC(=O)[O-])C(C)=O